S(N)(OC[C@@H]1O[C@@H]([C@H]([C@H]1O)O)N1C2=NC=NC(=C2N=C1)NC1=CC(=CC=C1)C#C)(=O)=O ((2S,3R,4S,5S)-5-(6-((3-ethynylphenyl) amino)-9H-purin-9-yl)-3,4-dihydroxy-tetrahydrofuran-2-yl)methyl sulfamate